COC(CCCCCCCNC(CCCC(CN1C[C@@H]([C@@H](CC1)N)OC)C)=O)=O 8-(6-((3S,4R)-4-amino-3-methoxypiperidin-1-yl)-5-methylhexanamido)octanoic acid methyl ester